C/C/1=C\CCC(=C)/C=C/[C@@H](CC1)C(C)C (-)-germacrene-D